ClC=1C=C2C(CCN(C2=NC1)C)CC(C)(S(=O)N)C (l-6-chloro-1-methyl-1,2,3,4-tetrahydro-1,8-naphthyridin-4-yl)-2-methylpropane-2-sulfinamide